CC(C)(C)Cl 2-Methyl-2-chloro-propane